naphthalen-2-yl 2-phenyl-2-(piperidin-1-yl)acetate C1(=CC=CC=C1)C(C(=O)OC1=CC2=CC=CC=C2C=C1)N1CCCCC1